O.CN1CCOCC1 4-methylmorpholine monohydrate